(S)-1-cyano-N-(5-(2-morpholinoacetyl)-4,5,6,7-tetrahydrothiazolo[4,5-c]pyridin-2-yl)pyrrolidine-3-carboxamide C(#N)N1C[C@H](CC1)C(=O)NC=1SC2=C(CN(CC2)C(CN2CCOCC2)=O)N1